CC(C)(C)[S@@](=O)/N=C/C1=CC2=C(C=N1)N(N=N2)CC(F)(F)F (R,E)-2-methyl-N-((3-(2,2,2-trifluoroethyl)-3H-[1,2,3]triazolo[4,5-c]pyridin-6-yl)methylene)propane-2-sulfinamide